2-(2-methylphenyl)-2-methyliminoacetic acid methyl ester COC(C(=NC)C1=C(C=CC=C1)C)=O